CC1=C(C2=CC=CC=C2C(=C1)OC(=O)OCCC)OC(=O)OCCC 2-methyl-1,4-bis(n-propoxycarbonyloxy)naphthalene